5-(2-(benzyloxy)ethyl)-1-toluenesulfonylpyrrolidin-2-one C(C1=CC=CC=C1)OCCC1CCC(N1S(=O)(=O)CC1=CC=CC=C1)=O